tert-butyl (1R,5S)-3-[7-({8-chloro-2-methylimidazo[1,2-a]pyridin-6-yl} carbamoyl)-2-methylindazol-4-yl]-3,8-diazabicyclo[3.2.1]octane-8-carboxylate ClC=1C=2N(C=C(C1)NC(=O)C1=CC=C(C3=CN(N=C13)C)N1C[C@H]3CC[C@@H](C1)N3C(=O)OC(C)(C)C)C=C(N2)C